OC1=C(C=CC=C1C)C(CCCCCCCCCCCCCCCCCCCCCC)C1=CC(=C(C=C1)O)C 1-(2-hydroxy-3-methyl-phenyl)-1-(3-methyl-4-hydroxyphenyl)tricosane